(S)-7-(3-chloro-2-(4-fluorobenzyl)-7-oxo-2,4,5,7-tetrahydro-6H-pyrazolo[3,4-c]pyridin-6-yl)-2-cyclopropyl-5-methyl-7,8-dihydrooxazolo[4',5':4,5]benzo[1,2-b][1,4]oxazepine-6(5H)-one ClC=1N(N=C2C(N(CCC21)[C@@H]2C(N(C1=C(OC2)C=C2C(=C1)N=C(O2)C2CC2)C)=O)=O)CC2=CC=C(C=C2)F